NC1=CC=NC2=CC(=C(C=C12)OC)OC 4-amino-6,7-dimethoxyquinolin